BrC1=C2C(=CN(C2=CC(=C1F)Cl)C)N(C(=O)N)CC 1-(4-bromo-6-chloro-5-fluoro-1-methylindol-3-yl)-1-ethylurea